C(#N)C=1C=C(C=CC1F)NC(=O)C1=C(N(C(=C1C)C(C(NC(C(F)(F)F)C)=O)=O)C)C N-(3-cyano-4-fluorophenyl)-1,2,4-trimethyl-5-(2-oxo-2-((1,1,1-trifluoropropan-2-yl)amino)acetyl)-1H-pyrrole-3-carboxamide